Br\C(=C(/Cl)\Br)\C1=CC=CC=C1 (E)-(1,2-dibromo-2-chloroethenyl)benzene